C(C)(C)(C)OC(=O)N1CCC(CC1)C1=NC=C(C=C1)O.ClC1=C(C=CC=C1)NNC(COC1=C(OC2=C(C1=O)C=CC=C2)C2=CC=CC=C2)=O N'-(2-chlorophenyl)-2-((4-oxo-2-phenyl-4H-benzopyran-3-yl)oxy)acethydrazide tert-Butyl-4-(5-hydroxypyridin-2-yl)piperidine-1-carboxylate